4-amino-3-methyl-1H-pyrazole-1-carboxamide NC=1C(=NN(C1)C(=O)N)C